N1=CC(=CC=C1)CC 1-(pyridin-3-yl)ethane